C(C)(C)(C)OC(=O)N[C@@H]1CC[C@H](CC1)C1(OC2=C(O1)C(=CC(=C2C)C(=O)OC)OC)C Methyl 2-(trans-4-((tert-butoxycarbonyl) amino) cyclohexyl)-7-methoxy-2,4-dimethylbenzo[d][1,3]dioxole-5-carboxylate